C1(CC1)C1=NC(=C(C(=N1)N1CCC(CC1)C1=C(C=CC=C1)OC)CC(=O)N(C)CCO)C 2-{2-cyclopropyl-4-[4-(2-methoxy-phenyl)-piperidin-1-yl]-6-methyl-pyrimidin-5-yl}-N-(2-hydroxy-ethyl)-N-methyl-acetamide